2-[(1S,4S,5R)-5-{[4-cyclopropyl-1-(2,6-dichlorophenyl)-1H-1,2,3-triazol-5-yl]methoxy}-2-azabicyclo[2.2.1]heptane-2-yl]-4-[(3R)-oxopropan-3-yloxy]-1,3-benzothiazole-6-carboxylic acid C1(CC1)C=1N=NN(C1CO[C@H]1[C@@H]2CN([C@H](C1)C2)C=2SC1=C(N2)C(=CC(=C1)C(=O)O)OC(CC)=O)C1=C(C=CC=C1Cl)Cl